OC1C(COCC1N1C2=CC=CC=C2OC=2C=CC=CC12)NS(=O)(=O)C1=CC=C(C=C1)NC(OC(C)(C)C)=O tert-butyl (4-(N-(4-hydroxy-5-(10H-phenoxazin-10-yl)tetrahydro-2H-pyran-3-yl)sulfamoyl)phenyl)carbamate